Hydroxylammonium sulfat S(=O)(=O)([O-])[O-].O[NH3+].O[NH3+]